CN1CCN(CC1)C1=CC=C(C=C1)NC=1N=CC2=C(N1)COC2 2-((4-(4-methylpiperazin-1-yl)phenyl)amino)-5,7-dihydrofurano[3,4-d]pyrimidine